(E)-7-fluoro-4-(oxiran-2-yl)-1-((2-(trimethylsilyl)ethoxy)methyl)-1H-indazole FC=1C=CC(=C2C=NN(C12)COCC[Si](C)(C)C)C1OC1